C(C)OC(CCC(C1=CC2=CC=CC=C2C=C1)=NO)=O 4-(hydroxyimino)-4-(naphthalen-2-yl)butyric acid ethyl ester